C(C)(=O)NC1=CC=C(C[C@@H]2N(C[C@@H](N(C[C@@H](N(C[C@@H](N(C2)CC(=O)OC(C)(C)C)CC2=CC=C(C=C2)NC(C)=O)CC(=O)OC(C)(C)C)CC2=CC=C(C=C2)NC(C)=O)CC(=O)OC(C)(C)C)CC2=CC=C(C=C2)NC(C)=O)CC(=O)OC(C)(C)C)C=C1 tetra-tert-butyl 2,2',2'',2'''-((2S,5S,8S,11S)-2,5,8,11-tetrakis(4-acetamidobenzyl)-1,4,7,10-tetraazacyclododecane-1,4,7,10-tetrayl)tetraacetate